10-(1-((6-chloro-2-(1-methyl-1H-indazol-5-yl)pyridin-3-yl)amino)ethyl)-8-methyl-4,5-dihydro-3H,6H-2,2a,5a-triazaaceanthrylen-6-one ClC1=CC=C(C(=N1)C=1C=C2C=NN(C2=CC1)C)NC(C)C=1C=C(C=C2C(N3CCCN4N=CC(C12)=C43)=O)C